4-((tert-butyldimethylsilyl)oxy)-3-(4,4,5,5-tetramethyl-1,3,2-dioxaborolan-2-yl)-5,6,7,8-tetrahydro-4H-pyrazolo[1,5-a]azepine [Si](C)(C)(C(C)(C)C)OC1C=2N(CCCC1)N=CC2B2OC(C(O2)(C)C)(C)C